NC1[C@H]2CNC[C@@H]1CC2 (1R,5S,8s)-8-amino-3-azabicyclo[3.2.1]octan